3,3-dimethyl-1-oxaspiro[4.5]decan-8-one CC1(COC2(C1)CCC(CC2)=O)C